O(S(=O)(=O)C(F)(F)F)C=1C(=NC(=C2C=C(C(N(C12)C)=O)C1(CCN(CC1)C(C)=O)OC([2H])([2H])[2H])Cl)C 3-(1-acetyl-4-(methoxy-d3)piperidin-4-yl)-5-chloro-1,7-dimethyl-2-oxo-1,2-Dihydro-1,6-naphthyridin-8-yl triflate